2-fluoro-5-(2,2,2-trifluoroethanesulfonyl)-5,10-dihydro-11H-dibenzo[b,e][1,4]diazepin-11-one FC1=CC2=C(N(C3=C(NC2=O)C=CC=C3)S(=O)(=O)CC(F)(F)F)C=C1